[Br-].C(CCCCCCCCCCCCCCCCCCCCCCCCC)[N+](C)(C)C hexacosyl-trimethyl-ammonium bromide